2,4-dibutyl-6-p-methylphenyl-1,3,5-triazine C(CCC)C1=NC(=NC(=N1)CCCC)C1=CC=C(C=C1)C